7-Chloro-9,9-diphenyl-9H-fluorene-4-carbonitrile ClC1=CC=C2C=3C(=CC=CC3C(C2=C1)(C1=CC=CC=C1)C1=CC=CC=C1)C#N